ClC=1N=C(C2=C(N1)C=C(S2)CN2CCCCC2)N2CCOCC2 1-((2-chloro-4-morpholinothieno[3,2-d]pyrimidin-6-yl)methyl)piperidin